C(C)(C)N(C)C=1C(=NC(=CN1)C=C)C(=O)N [isopropyl(methyl)amino]-6-vinyl-pyrazine-2-carboxamide